C1(CC1)C#CC1=CC2=C(N(C(C(CC2)NC(C(=O)NCCC2=CC=CC=C2)=O)=O)C)C=C1 N1-(7-(cyclopropylethynyl)-1-methyl-2-oxo-2,3,4,5-tetrahydro-1H-benzo[b]azepin-3-yl)-N2-phenethyloxalamide